C(C)(C)(C)OC(=O)N1CC2(C(CC1)=NN(C2=O)C2CC2)CC2=NC=CC=C2 2-Cyclopropyl-3-oxo-3a-(pyridin-2-ylmethyl)-4H,6H,7H-pyrazolo[4,3-c]pyridine-5-carboxylic acid tert-butyl ester